(E)-2-chloro-3-(hydroxymethylene)cyclohex-1-enecarbaldehyde ClC/1=C(CCC\C1=C/O)C=O